C(CCC)N(C(NC1=CC=C(C(=O)N)C=C1)=O)CCCC 4-(3,3-dibutylureido)benzamide